C(C)(C)(C)OC(C[C@H](CC(C)O)NC(=O)C1=NN(C(=C1)C1=C(C=CC=C1)C(F)(F)F)C1CCCC1)=O (3S)-3-(1-cyclopentyl-5-(2-(trifluoromethyl)phenyl)-1H-pyrazole-3-carboxamido)-5-hydroxyhexanoic acid tert-butyl ester